1-Ethyl-4-oxo-8-[[2-[2-oxo-3-(3-oxo-4H-pyrazino[2,3-b][1,4]oxazin-6-yl)-1,3-oxazolidin-5-yl]ethylamino]methyl]-8,9-dihydro-7H-cyclopenta[H]quinoline-3-carboxylic acid C(C)N1C=C(C(C2=CC=C3C(=C12)CC(C3)CNCCC3CN(C(O3)=O)C3=NC1=C(OCC(N1)=O)N=C3)=O)C(=O)O